2-Methyl-4-Methylimidazole CC=1NC=C(N1)C